C(=O)O.O1CCN(CC2=C1C=CC=C2)C2CCC1=CC=C(C=C21)C(CC(=O)O)C2=C(C1=C(N(N=N1)C)C(=C2)OC)C 3-(3-(2,3-Dihydrobenzo[f][1,4]oxazepin-4(5H)-yl)-2,3-dihydro-1H-inden-5-yl)-3-(7-methoxy-1,4-dimethyl-1H-benzo[d][1,2,3]triazol-5-yl)propanoic acid, formic acid salt